ClC1=CC(=C(C=C1)OC=C)C#CC1=CC=CC=C1 4-chloro-2-(phenylethynyl)-1-(vinyloxy)benzene